3,5-dihydroxy-benzyl alcohol OC=1C=C(CO)C=C(C1)O